C1N(C=CN2C1=CC=1C=CC=CC21)C=2C=CC=C1C=C3N(C21)C=CN=C3 2,6'-bipyrazino[1,2-a]indole